1-((1-methyl-1H-pyrazol-4-yl)methyl)-4-(1-(4-(trifluoromethyl)phenyl)-1H-indazol-3-yl)pyridin-2(1H)-one CN1N=CC(=C1)CN1C(C=C(C=C1)C1=NN(C2=CC=CC=C12)C1=CC=C(C=C1)C(F)(F)F)=O